(3-bromo-2-chloropyridin-4-yl)-3-methyl-1H-pyrazole-5-carboxylic acid BrC=1C(=NC=CC1N1N=C(C=C1C(=O)O)C)Cl